ClC1=C(C(=C(C=C1OC)OC)Cl)C1=CC2=C(N=C(N=C2)SC)C(=N1)NCCOC 6-(2,6-dichloro-3,5-dimethoxyphenyl)-N-(2-methoxyethyl)-2-(methylthio)pyrido[3,4-d]pyrimidine-8-amine